2-(4-(pyridin-3-yl)piperazin-1-yl)acetonitrile N1=CC(=CC=C1)N1CCN(CC1)CC#N